4-(2-carboxyl-vinyl)benzenesulfonic acid C(=O)(O)C=CC1=CC=C(C=C1)S(=O)(=O)O